CC1C=NC(=CC1)C=1C=CC2=C(N=C(S2)C2CC3(CN(C3)C)C2)C1 3-methyl-6-(2-(2-methyl-2-azaspiro[3.3]heptan-6-yl)benzo[d]thiazol-5-yl)-3,4-dihydropyridine